[4-(7H-dibenzocarbazol-7-yl)butyl]phosphonic acid C1=CC=CC=2C1=C1C=3C=CC=CC3N=C1C=1C2C=CC(C1)CCCCP(O)(O)=O